CC=1NC=2C(=C3C[C@H](N([C@@H](C3=CC2)C2=C(C=C(C=C2F)NC2CN(C2)CCCF)F)CC(F)(F)F)C)N1 N-(4-((6S,8R)-2,8-dimethyl-7-(2,2,2-trifluoroethyl)-6,7,8,9-tetrahydro-3H-imidazo[4,5-f]isoquinolin-6-yl)-3,5-difluorophenyl)-1-(3-fluoropropyl)azetidin-3-amine